1-ethyl-6-fluoro-7-(4-acetylpiperazin-1-yl)-3-(3,4,5-trimethoxycinnamoyl)-quinolin-4(1H)-one C(C)N1C=C(C(C2=CC(=C(C=C12)N1CCN(CC1)C(C)=O)F)=O)C(C=CC1=CC(=C(C(=C1)OC)OC)OC)=O